3,5-bistrifluoromethyl-1-bromobenzene FC(C=1C=C(C=C(C1)C(F)(F)F)Br)(F)F